NC=1C2=C(N=CN1)N(C(=C2)C2CN(CC2)C(=O)OC(C)(C)C)C tert-butyl 3-{4-amino-7-methyl-7H-pyrrolo[2,3-d]pyrimidin-6-yl}pyrrolidine-1-carboxylate